(S)-N-(4-(4-amino-1-methyl-7-(5-methyl-4,5,6,7-tetrahydropyrazolo[1,5-a]pyrazin-3-yl)-1H-pyrazolo[4,3-c]pyridin-3-yl)-2-(1-(4-fluorophenyl)ethoxy)phenyl)-1,1-difluoromethanesulfonamide NC1=NC=C(C2=C1C(=NN2C)C2=CC(=C(C=C2)NS(=O)(=O)C(F)F)O[C@@H](C)C2=CC=C(C=C2)F)C=2C=NN1C2CN(CC1)C